C(CCCC)[Al](CCCCC)CCCCC tri-amyl-aluminum